[6-[5-[(1R)-1-(3,5-dichloro-4-pyridinyl)ethoxy]-1-tetrahydropyran-2-yl-indazol-3-yl]pyridazin-3-yl]-3-[(1-methylpyrazol-3-yl)methyl]azetidin-3-amine ClC=1C=NC=C(C1[C@@H](C)OC=1C=C2C(=NN(C2=CC1)C1OCCCC1)C1=CC=C(N=N1)N1CC(C1)(N)CC1=NN(C=C1)C)Cl